(E)-6-(2-chloro-3-(1-((5-formyl-6-methoxypyridin-2-yl)methylene)-2,3-dihydro-1H-inden-4-yl)phenyl)-2-methoxy-4-methylnicotinaldehyde ClC1=C(C=CC=C1C1=C2CC\C(\C2=CC=C1)=C/C1=NC(=C(C=C1)C=O)OC)C1=NC(=C(C=O)C(=C1)C)OC